tert-butyl 4-(3-chloro-2-quinolyl)piperazine-1-carboxylate ClC=1C(=NC2=CC=CC=C2C1)N1CCN(CC1)C(=O)OC(C)(C)C